C(C)(C)(C)N1N=C(C=C1C)NC1=C(C=C(C(=N1)C[C@@]1(C[C@H](NCC1)C)C(=O)OC(C)(C)C)F)F tert-butyl (2R,4R)-4-((6-((1-(tert-butyl)-5-methyl-1H-pyrazol-3-yl) amino)-3,5-difluoropyridin-2-yl) methyl)-2-methylpiperidine-4-carboxylate